10,13-Dihydroxyoctadecanoic acid OC(CCCCCCCCC(=O)O)CCC(CCCCC)O